(tribromomethyl)triphenylphosphine bromide [Br-].BrC(Br)(Br)C1=C(C=CC=C1)P(C1=CC=CC=C1)C1=CC=CC=C1